C(C)(C)(C)OC(=O)N1CC2=CC(=CC=C2C2(CC2)C1)N1C(C2=C(CC1)C(=NN2C2=CC(=CC=C2)Cl)C(=O)OCC)=O 7-[1-(3-Chlorophenyl)-3-ethoxycarbonyl-7-oxo-4,5-dihydropyrazolo[3,4-c]pyridin-6-yl]spiro[1,3-dihydroisoquinoline-4,1'-cyclopropane]-2-carboxylic acid tert-butyl ester